2-butyloctanoic acid-4-(10-butyl-3,9-dioxahexadecan-1-yl)-7-oxa-1-phenyl-2-aza-6-oxaundecan-11-yl ester C(CCC)C(OCCCCCOCCC(CNCC1=CC=CC=C1)COOCCCCOC(C(CCCCCC)CCCC)=O)CCCCCC